5-cyclopropyl-1-((1S,2R)-2-hydroxycyclobutyl)-3-((7-methoxy-1-methyl-6-(pyrazolo[1,5-a]pyridin-3-yloxy)-1H-imidazo[4,5-b]pyridin-2-yl)amino)pyridin-2(1H)-one C1(CC1)C=1C=C(C(N(C1)[C@@H]1[C@@H](CC1)O)=O)NC=1N(C=2C(=NC=C(C2OC)OC=2C=NN3C2C=CC=C3)N1)C